7-chloro-6-fluoro-1-methyl-4-oxo-1,4-dihydroquinoline-3-carboxylic acid ClC1=C(C=C2C(C(=CN(C2=C1)C)C(=O)O)=O)F